1-benzyl-N-[(6R)-2-[2-(azetidin-1-yl)ethyl]-4-methyl-5-oxo-7,8-dihydro-6H-pyrazolo[1,5-a][1,3]diazepin-6-yl]-1,2,4-triazole-3-carboxamide C(C1=CC=CC=C1)N1N=C(N=C1)C(=O)N[C@H]1C(N(C=2N(CC1)N=C(C2)CCN2CCC2)C)=O